FC1=CC(=CC2=C1CN([C@H](CO2)C)C(=O)C2(CCOCC2)C)C(NO)=N (3S)-6-fluoro-N-hydroxy-3-methyl-4-[(4-methyloxan-4-yl)carbonyl]-3,5-dihydro-2H-1,4-benzoxazepine-8-carboximidamide